6-(6-aminopyridin-3-yl)-3-(2-morpholinoethyl)quinazolin-4(3H)-one NC1=CC=C(C=N1)C=1C=C2C(N(C=NC2=CC1)CCN1CCOCC1)=O